N-(1-methylpiperidin-4-yl)-5-(3-((1-methylpiperidin-4-yl)oxy)quinoxalin-6-yl)-7H-pyrrolo[2,3-d]pyrimidin-2-amine CN1CCC(CC1)NC=1N=CC2=C(N1)NC=C2C=2C=C1N=C(C=NC1=CC2)OC2CCN(CC2)C